Cl.NC1=CC(=NC=N1)NC1=CC(=C2C(NC3(N(N2C1=O)C)CCC3)=O)Cl 7'-((6-aminopyrimidin-4-yl)amino)-5'-chloro-1'-methyl-spiro[cyclobutane-1,2'-pyrido[2,1-f][1,2,4]triazine]-4',8'(1'H,3'H)-dione hydrochloride